1-(trans-4-cyanotetrahydro-2H-pyran-3-yl)-3-[(8-fluoro-2-hydroxy-3-methyl-1,2-benzoxaborinin-6-yl)amino]pyrazole-4-carboxamide C(#N)[C@H]1[C@@H](COCC1)N1N=C(C(=C1)C(=O)N)NC=1C=C(C2=C(C=C(B(O2)O)C)C1)F